C(C(=C)C)(=O)OC(C)C1C(=C(C(=O)O)C=C(C1(C(=O)O)OC(C(=C)C)=O)C(=O)O)C(=O)O 1,4-dimethacryloyloxyethylpyromellitic acid